1-((tert-butyldimethylsilyl)oxy)-1-(1-trityl-1H-imidazol-4-yl)propan-2-amine [Si](C)(C)(C(C)(C)C)OC(C(C)N)C=1N=CN(C1)C(C1=CC=CC=C1)(C1=CC=CC=C1)C1=CC=CC=C1